6-chloro-8-(2-((2,2-dimethyl-4,6-dioxo-1,3-dioxan-5-yl)methyl)thieno[3,2-b]pyridin-7-yl)-3,4-dihydroquinolin ClC=1C=C2CCC=NC2=C(C1)C1=C2C(=NC=C1)C=C(S2)CC2C(OC(OC2=O)(C)C)=O